C1C=CC=C2C3=CC=4C=C5C=CC=NC5=CC4C12CC(N3)=O 5,12b-(epiminoethano)naphtho[2,1-g]quinolone